ClC1=C(C=C2C(C(=CN(C2=N1)C1=C(C=C(C=C1F)F)Cl)C(=O)N[C@H](C(F)(F)F)C1CC1)=O)F 7-chloro-1-(2-chloro-4,6-difluorophenyl)-N-[(1S)-1-cyclopropyl-2,2,2-trifluoroethyl]-6-fluoro-4-oxo-1,4-dihydro-1,8-naphthyridine-3-carboxamide